N-((1r,4r)-4-(2,2-difluoroethylamino)cyclohexyl)-5-(1H-imidazol-1-yl)-1H-pyrazolo[4,3-d]pyrimidine-7-carboxamide FC(CNC1CCC(CC1)NC(=O)C=1C2=C(N=C(N1)N1C=NC=C1)C=NN2)F